CC1(OC2=CC(=C3C(=C2C2C1CCC(=C2)C)OC(OC3=O)(C3=CC=CC=C3)CC(C)=O)CCCCC)C 8,8,11-Trimethyl-2-(2-oxopropyl)-5-pentyl-2-phenyl-8a,9,10,12a-tetrahydro-4H,8H-benzo[c][1,3]dioxino[4,5-f]chromen-4-on